ClC1=CC=C(C=C1)C=1C=C2C(=NC1)NC(N2)=O 6-(4-Chlorophenyl)-2-oxo-3H-imidazo[4,5-b]pyridin